[Na+].P(=O)(OCCS(NC1=CC(=C(C=C1)C=1N=NN(C1)C=1C=C2C=CC=NC2=C(C1)N1CCC(CC1)(F)F)N1CCC2(CC2)CC1)(=O)=O)([O-])[O-].[Na+] 2-(N-(4-(1-(8-(4,4-difluoropiperidin-1-yl)quinolin-6-yl)-1H-1,2,3-triazol-4-yl)-3-(6-azaspiro[2.5]octan-6-yl)phenyl)sulfamoyl)ethyl phosphate sodium salt